6-(((1s,3S,5'S,7a'R)-5'-(3,5-difluorophenyl)-3'-oxotetrahydro-3'H-spiro[cyclobutane-1,2'-pyrrolo[2,1-b]oxazol]-3-yl)oxy)pyrimidine-4-carbonitrile FC=1C=C(C=C(C1)F)[C@@H]1CC[C@H]2OC3(C(N21)=O)CC(C3)OC3=CC(=NC=N3)C#N